1-(4-{[4-(3-methylpyrrolidin-1-yl)-5-(trifluoromethyl)pyrimidine-2-yl]amino}phenyl)pyrrolidin-3-ol CC1CN(CC1)C1=NC(=NC=C1C(F)(F)F)NC1=CC=C(C=C1)N1CC(CC1)O